ClC=1C(=C(N=NC1)C1OCC1)OC chloro-4-methoxy-3-(oxetan-2-yl)pyridazine